C[C@@H]1N(CCC(=C1)OS(=O)(=O)C(F)(F)F)C(=O)OC(C)(C)C (S)-tert-butyl 2-methyl-4-(((trifluoromethyl)sulfonyl)oxy)-5,6-dihydropyridine-1(2H)-carboxylate